ClC1=CC=C2C=C(NC2=C1F)C(=O)N[C@H](C(=O)N[C@H](C(=O)OC)C[C@H]1C(NC(C1)(C)C)=O)CC1CC1 (S)-methyl 2-((S)-2-(6-chloro-7-fluoro-1H-indole-2-carboxamido)-3-cyclopropylpropanamido)-3-((R)-5,5-dimethyl-2-oxopyrrolidin-3-yl)propanoate